ClC=1C=CC=C2[C@H](CCOC12)NC(=O)NC=1SC=C(N1)C1=CC=C(C=C1)C1N(CCC1)C(=O)OC(C)(C)C tert-butyl 2-[4-[2-[[(4S)-8-chlorochroman-4-yl]carbamoylamino]thiazol-4-yl]phenyl]pyrrolidine-1-carboxylate